ethyl-1-propanol C(C)C(CC)O